2,6-bis(2,4-dihydroxybenzyl)-4-ethylphenol OC1=C(CC2=C(C(=CC(=C2)CC)CC2=C(C=C(C=C2)O)O)O)C=CC(=C1)O